2-ethoxy-4,6-diphenylnicotinonitrile C(C)OC1=C(C#N)C(=CC(=N1)C1=CC=CC=C1)C1=CC=CC=C1